[H-].[Na+].C(C)(C)(C)[Si](C)(C)OC[C@@H](COCCCCCCCCCCCCCCCCCC)OCC1=CC(=C(C=C1)Cl)Cl (R)-tert-butyl(2-((3,4-dichlorobenzyl)oxy)-3-(octadecyloxy)propoxy)dimethylsilane Sodium hydride